C1(CC1)C=1N=C(C2=C(N1)C(=CS2)C=2C(=NOC2C)C)N[C@H](CN2CCN(CC2)S(=O)(=O)C=2SC(=CC2)C2=CC(=NO2)C)C 2-cyclopropyl-7-(3,5-dimethyl-1,2-oxazol-4-yl)-N-[(2S)-1-(4-{[5-(3-methyl-1,2-oxazol-5-yl)thiophen-2-yl]sulfonyl}piperazin-1-yl)propan-2-yl]thieno[3,2-d]pyrimidin-4-amine